O1C(=CC=C1)CCN1C(CCCC1)C=1NC=C(N1)C1=CC=CC=C1 2-(furan-2-yl)-1-(2-(4-phenyl-1H-imidazol-2-yl)piperidin-1-yl)ethan